COC(=O)C1NCC2=CC=CC=C2C1 1,2,3,4-tetrahydroisoquinoline-3-carboxylic acid methyl ester